FC=1C=C(OCCN(CC[C@@H](C(=O)O)NC2=NC(=NC=C2)OC)CCCCC2=NC=3NCCCC3C=C2)C=C(C1)F (S)-4-((2-(3,5-difluorophenoxy)ethyl)(4-(5,6,7,8-tetrahydro-1,8-naphthyridin-2-yl)butyl)amino)-2-((2-methoxypyrimidin-4-yl)amino)butanoic acid